N1N=NN=C1[C@H]1C[C@H]2N(C=3C=CC=CC3N(C2)C2=CC=C(C=C2)C(F)(F)F)CC1 (6aR,8R)-8-(1H-tetrazol-5-yl)-5-(4-(trifluoromethyl)phenyl)-6,6a,7,8,9,10-hexahydro-5H-pyrido[1,2-a]quinoxaline